NCCNCCC[Si](OC)(OC)OC N-2-aminoethyl-3-aminopropyltri-methoxysilane